OCC1(C(NC2=CC(=CC=C12)C#CC1=NC=CC2=CN=C(C=C12)NC1=CC=C(C=C1)S(=O)(=O)C)=O)C 3-(hydroxymethyl)-3-methyl-6-((7-((4-(methylsulfonyl)phenyl)amino)-2,6-naphthyridin-1-yl)ethynyl)indolin-2-one